C1(CC1)S(=O)(=O)N1N=CC(=C1)C1=NC=CC(=N1)NC1=CC(=C(C=N1)C#CC1CN(CC1)C(C(F)(F)F)=O)NC1CCC(CC1)O 1-(3-((6-((2-(1-(Cyclopropylsulfonyl)-1H-pyrazol-4-yl)pyrimidin-4-yl)amino)-4-(((1s,4s)-4-hydroxycyclohexyl)amino)pyridin-3-yl)ethynyl)pyrrolidin-1-yl)-2,2,2-trifluoroethan-1-one